C(C=CC1=CC=CC=C1)C12CCC(CC1)(N2)[C@H](O)C=2C=NC=C(C2)F (R)-(4-Cinnamyl-7-azabicyclo[2.2.1]heptan-1-yl)(5-fluoropyridin-3-yl)-methanol